tert-butyl ((1r,4r)-4-(((6-(4-methoxy-4-(trifluoromethyl)piperidin-1-yl)-2-methylpyridin-3-yl)amino) methyl)cyclohexyl)carbamate COC1(CCN(CC1)C1=CC=C(C(=N1)C)NCC1CCC(CC1)NC(OC(C)(C)C)=O)C(F)(F)F